3-(5-(4-(aminomethyl)pyridin-2-yl)-1-oxoisoindolin-2-yl)piperidine-2,6-dione NCC1=CC(=NC=C1)C=1C=C2CN(C(C2=CC1)=O)C1C(NC(CC1)=O)=O